9-chloro-3-methoxy-4-(4-(piperazin-1-yl)phenyl)-10H-chromeno[3,2-b]pyridin-10-one hydrochloride Cl.ClC=1C=2C(C3=NC=C(C(=C3OC2C=CC1)C1=CC=C(C=C1)N1CCNCC1)OC)=O